N[C@H]1CS(C2=C(N(C1=O)CC1=CC=C(C=C1)Cl)C=C(C=C2)C2=NN=C(O2)C(C#N)OC)(=O)=O 2-[5-[(3R)-3-amino-5-[(4-chlorophenyl)methyl]-1,1,4-trioxo-2,3-dihydro-1lambda6,5-benzothiazepin-7-yl]-1,3,4-oxadiazol-2-yl]-2-methoxy-acetonitrile